[Na+].[Na+].[Na+].[Na+].C(=O)([O-])C(C(=O)[O-])N[C@@H](CC(=O)[O-])C(=O)[O-] dicarboxymethyl-aspartic acid tetrasodium salt